1-(5-((2R,4S)-2-(2,5-difluorophenyl)-4-hydroxypyrrolidin-1-yl)-2-fluoropyrazolo[1,5-a]pyrimidin-3-yl)-3-((1R,2R)-2-hydroxycyclopropyl)urea FC1=C(C=C(C=C1)F)[C@@H]1N(C[C@H](C1)O)C1=NC=2N(C=C1)N=C(C2NC(=O)N[C@H]2[C@@H](C2)O)F